C1(=C(C(=CC=C1)C)C)NC1=C(C(=O)O)C=CC=C1 N-(2,3-xylyl)-2-aminobenzoic acid